CN1C(=O)CCS1 2-methyl-isothiazolin-3-one